O=C(CNC(=O)C12CC3(CC(CC(C1)C3)C2)NC(=O)C2=NC(=CC=C2)C)C 6-Methyl-pyridine-2-carboxylic acid [3-(2-oxo-propylcarbamoyl)-adamantan-1-yl]-amide